3-(5-(4-((4-(4-((3-((2,6-dimethylphenyl)amino)-1-methyl-1H-Pyrazolo[3,4-d]pyrimidin-6-yl)amino)phenyl)piperazin-1-yl)methyl)piperidin-1-yl)-6-fluoro-1-oxoisoindolin-2-yl)piperidin CC1=C(C(=CC=C1)C)NC1=NN(C2=NC(=NC=C21)NC2=CC=C(C=C2)N2CCN(CC2)CC2CCN(CC2)C=2C=C1CN(C(C1=CC2F)=O)C2CNCCC2)C